C1(CC1)C1=NC=NC(=C1C1=NN2C(N(CCC2)CC2=CC(=C(C=C2)C=2N(C=C(N2)C(F)(F)F)C(C)C)OC)=N1)OC 2-(4-cyclopropyl-6-methoxypyrimidin-5-yl)-4-(4-(1-isopropyl-4-(trifluoromethyl)-1H-imidazol-2-yl)-3-methoxybenzyl)-6,7-dihydro-[1,2,4]triazolo[1,5-a]pyrimidin